N-(4-((S)-2-(3,4-dichlorophenyl)propyl)-6-(((R)-1-hydroxy-4-methylpent-2-yl)amino)-1,3,5-triazin-2-yl)methanesulfonamide ClC=1C=C(C=CC1Cl)[C@H](CC1=NC(=NC(=N1)N[C@@H](CO)CC(C)C)NS(=O)(=O)C)C